CC1=CC=CC(=N1)C1=NC=CC(=N1)NC1=NC(=NC=C1)NC1=CC=C(C=C1)C1CNCC1 N4-[2-(6-methyl-2-pyridyl)pyrimidin-4-yl]-N2-(4-pyrrolidin-3-ylphenyl)pyrimidine-2,4-diamine